The molecule is a mycinamicin cation that is the conjugate acid of mycinamicin III, obtained by protnation of the tertiary amino group. CC[C@@H]1[C@H](/C=C/C=C/C(=O)[C@@H](C[C@@H]([C@@H]([C@H](/C=C/C(=O)O1)C)O[C@H]2[C@@H]([C@H](C[C@H](O2)C)[NH+](C)C)O)C)C)CO[C@H]3[C@@H]([C@@H]([C@@H]([C@H](O3)C)O)O)OC